BrCC=1C(=CC(=NC1)C)C 5-(bromomethyl)-2,4-dimethylpyridine